3-bromo-6H-pyrano[3,4-b]pyridin-5(8H)-one-6,6-d2 Ethyl-6-(((1-(fluoromethyl)cyclopropyl)methyl)amino)-5-nitropicolinate C(C)OC(C1=NC(=C(C=C1)[N+](=O)[O-])NCC1(CC1)CF)=O.BrC=1C=C2C(=NC1)COC(C2=O)([2H])[2H]